tertbutyl 5-{4-[(3-methyl-4-{[1,2,4]triazolo[1,5-a]pyridin-7-yloxy}phenyl)amino]pyrido[3,2-d]pyrimidin-6-yl}-2,5-diazabicyclo[2.2.1]heptane-2-carboxylate CC=1C=C(C=CC1OC1=CC=2N(C=C1)N=CN2)NC=2C1=C(N=CN2)C=CC(=N1)N1C2CN(C(C1)C2)C(=O)OC(C)(C)C